6-(5-Fluoro-2-phenyl-imidazo[4,5-b]pyridin-3-yl)-3H-1,3-benzothiazol FC1=CC=C2C(=N1)N(C(=N2)C2=CC=CC=C2)C2=CC1=C(NCS1)C=C2